dieicosyl-tetramethyldisiloxane C(CCCCCCCCCCCCCCCCCCC)[Si](O[Si](C)(C)C)(C)CCCCCCCCCCCCCCCCCCCC